COC=1C(=CC(=C(C1)NCC1=CC=C(C=N1)N1C(NC(CC1)=O)=O)[N+](=O)[O-])NC1=NC=CC(=N1)C1=CN(C2=CC=CC=C12)C 1-(6-(((5-methoxy-4-((4-(1-methyl-1H-indol-3-yl)pyrimidin-2-yl)amino)-2-nitrophenyl)amino)methyl)pyridin-3-yl)dihydropyrimidine-2,4(1H,3H)-dione